2-[2-(tert-butyldimethylsilyl)ethynyl]-5-{5-iodo-4,7-dimethyl-7H-pyrrolo[2,3-d]Pyrimidin-6-yl}-4-methylpyridine [Si](C)(C)(C(C)(C)C)C#CC1=NC=C(C(=C1)C)C1=C(C2=C(N=CN=C2C)N1C)I